CCCCCCCCCCCCCCCCC(=O)OC[C@H](COP(=O)(O)OC[C@H](CO)O)OC(=O)CC/C=C\C/C=C\C/C=C\C/C=C\C/C=C\C/C=C\CC 1-heptadecanoyl-2-(4Z,7Z,10Z,13Z,16Z,19Z-docosahexaenoyl)-glycero-3-phospho-(1'-sn-glycerol)